N-(4-(1-methyl-3-phenyl-1H-pyrazol-4-yl)-7-(3-morpholinoprop-1-yn-1-yl)pyrido[3,2-d]pyrimidin-6-yl)bicyclo[1.1.1]pentane-1-carboxamide CN1N=C(C(=C1)C=1C2=C(N=CN1)C=C(C(=N2)NC(=O)C21CC(C2)C1)C#CCN1CCOCC1)C1=CC=CC=C1